10-(4-methoxybenzoyl)-6,8,9-trifluoro-1,2,3,4-tetrahydropyrido[4',3':4,5]pyrrolo[1,2-a]pyrimidine COC1=CC=C(C(=O)C=2C3=C(N4C2NCCC4)C(=NC(=C3F)F)F)C=C1